BrC1=CC2=C(NCCO2)C=C1 7-bromo-3,4-dihydro-2H-benzo[1,4]oxazine